(R)-4-amino-N-methyl-N-(6-(trifluoromethyl)isochroman-4-yl)imidazo[1,5-a]quinoxaline-8-carboxamide NC=1C=2N(C3=CC(=CC=C3N1)C(=O)N([C@H]1COCC3=CC=C(C=C13)C(F)(F)F)C)C=NC2